C(#N)NC(=O)C=1C=C(C=CC1)C1=CC(=CC=C1)COC1=C(C(=C(C=C1)C(CC(C)(C)C)=O)O)C N-Cyano-3'-((4-(3,3-dimethylbutanoyl)-3-hydroxy-2-methylphenoxy)methyl)-[1,1'-biphenyl]-3-carboxamide